COC(=O)C1=CC(=NO1)NC(=O)N1C2CCC1CC=1C(=NC=CC12)F methyl-3-((±)-1-fluoro-6,7,8,9-tetrahydro-5H-5,8-epiminocyclohepta[c]pyridine-10-carboxamido)isoxazole-5-carboxylate